COC=1C=C(C=CC1)/C=C/C=O (E)-3-(3-methoxyphenyl)-2-propenal